ClC1=C(C(=O)NC=2OC(=NN2)C(C)C)C=CC(=C1S(=O)CCC)S(=O)(=O)C 2-chloro-N-(5-isopropyl-1,3,4-oxadiazol-2-yl)-4-(methylsulfonyl)-3-(propylsulfinyl)benzamide